(S)-N2-(cyclohexylmethyl)-5-oxo-N1-phenylpyrrolidine-1,2-dicarboxamide C1(CCCCC1)CNC(=O)[C@H]1N(C(CC1)=O)C(=O)NC1=CC=CC=C1